7-(3-((6-oxo-4-propyl-1,6-dihydropyrimidin-2-yl)thio)propionyl)-1,3,4,5-tetrahydro-2H-benzo[b]azepin-2-one O=C1C=C(N=C(N1)SCCC(=O)C1=CC2=C(NC(CCC2)=O)C=C1)CCC